1-(ethylimino)-4-(5-nitropyridine-2-yl)-1λ6-thiomorpholine 1-oxide C(C)N=S1(CCN(CC1)C1=NC=C(C=C1)[N+](=O)[O-])=O